C(C1CO1)OC(C[Si](O[Si](CC(C)OCC1CO1)(C)C)(C)C)C 1,3-bis[2-(2,3-epoxypropoxy)propyl]-tetramethyldisiloxane